C1[C@@H]([C@H](OC2=C1C(=CC(=C2[C@H]3[C@@H]([C@H](OC4=C3C=CC(=C4)O)C5=CC(=C(C(=C5)O)O)O)O)O)O)C6=CC(=C(C=C6)O)O)O The molecule is a ring assembly that consists of robinetinidol attached to a (+)-catechin unit resulting in a bond between C-4 of the pyran ring and C-8 of the benzopyran ring. It is isolated from Acacia mearnsii. It has a role as a metabolite. It is a catechin and a ring assembly. It derives from a robinetinidol and a (+)-catechin.